(4aR,8aS)-6-[8-[(2-chloro-4-fluoro-phenoxy)methyl]-3-azabicyclo[3.2.1]octane-3-carbonyl]-4,4a,5,7,8,8a-hexahydropyrido[4,3-b][1,4]oxazin-3-one ClC1=C(OCC2C3CN(CC2CC3)C(=O)N3C[C@@H]2[C@@H](OCC(N2)=O)CC3)C=CC(=C1)F